(4-carboxyl)terphenyl C(=O)(O)C1=CC=C(C=C1)C=1C(=CC=CC1)C1=CC=CC=C1